tert-butyl 2-(2-(methylsulfonyl)-4-(trifluoromethyl)pyrimidin-5-yl)-2,8-diazaspiro[4.5]decane-8-carboxylate CS(=O)(=O)C1=NC=C(C(=N1)C(F)(F)F)N1CC2(CC1)CCN(CC2)C(=O)OC(C)(C)C